C(CCCCCCCCCCCCC)C1=CC=CC2=CC=CC=C12 1-tetradecylnaphthalene